methyl 6-(benzyloxy)-2-(3-bromophenyl)-2-methyl-5-oxohexanoate C(C1=CC=CC=C1)OCC(CCC(C(=O)OC)(C)C1=CC(=CC=C1)Br)=O